FC1=CC=C(C=C1)N1C([C@@](C1)(C1=CC=C(C=C1)O)CC[C@@H](C1=CC=C(C=C1)F)O)=O 1-(4-fluorophenyl)-(3R)-[3-(4-fluorophenyl)-(3S)-hydroxypropyl]-(4S)-(4-hydroxyphenyl)-2-azetidinone